C1(=C(C=CC=C1)C=1C(=C(C2=CC3=CC=CC=C3C=C2C1)C1=C(C=CC=C1)C1=CC=CC=C1)N(C1=CC=CC=C1)C1=CC=C(C=C1)N1C2=CC=CC=C2C=2C=CC=CC12)C1=CC=CC=C1 bis(1,1'-biphenyl-2-yl)-N-[4-(9H-carbazol-9-yl)phenyl]-N-phenylanthracen-2-amine